C1=C2N(C=N1)[C@H](CC2)C2=C(C=C(C#N)C=C2)F 4-[(R)-6,7-dihydro-5H-pyrrolo[1,2-c]imidazol-5-yl]-3-fluorobenzonitrile